C(C)(C)(C)C1=CC=C(C(=O)N(C)C)C=C1 4-tert-butyl-N,N-dimethylbenzamide